ClC1=C2C=CC=C(C2=CC=C1)N1CC=2N=C(N=C(C2CC1)N1C[C@H]2CC[C@@H](C1)N2C(=O)OC(C)(C)C)OC[C@H]2N(CCC2)C Tert-butyl (1R,5S)-3-(7-(5-chloronaphthalen-1-yl)-2-(((S)-1-methylpyrrolidin-2-yl)methoxy)-5,6,7,8-tetrahydropyrido[3,4-d]pyrimidin-4-yl)-3,8-diazabicyclo[3.2.1]octane-8-carboxylate